4-hydroxy-(3,5-diisopropylphenyl)(p-tolyl)methanone (perfluoropropane-2,2-diyl)bis(4,1-phenylene)diacrylate FC(C(C(F)(F)F)(C1=CC=C(C=C1)C=CC(=O)O)C1=CC=C(C=C1)C=CC(=O)O)(F)F.OC1(CC=C(C=C1)C)C(=O)C1=CC(=CC(=C1)C(C)C)C(C)C